C(C)N1C(C[C@H](C1)CN1N=C2N=C(C=CC2=C1[C@@H](C)O)C1=C(C=C(C=C1C)C(F)(F)F)O)=O (R)-1-ethyl-4-((6-(2-hydroxy-6-methyl-4-(trifluoromethyl)phenyl)-3-((R)-1-hydroxyethyl)-2H-pyrazolo[3,4-b]pyridin-2-yl)methyl)pyrrolidin-2-one